FC(F)(F)N1C=CC=2C(CCCC12)O trifluoromethyl-4,5,6,7-tetrahydro-1H-indol-4-ol